N1N=CC(=C1)CCNC1=NC(=NC(=C1C)C)C(=O)N(C)C(C)C1=C(C=CC=C1)Cl 4-((2-(1H-pyrazol-4-yl)ethyl)amino)-N-(1-(2-chlorophenyl)ethyl)-N,5,6-trimethylpyrimidine-2-carboxamide